(3-pyrrolidin-1-ylpropoxy)benzofuran-5-amine N1(CCCC1)CCCOC=1OC2=C(C1)C=C(C=C2)N